amino-3-bromoquinolin NC1=NC2=CC=CC=C2C=C1Br